isotridecyl-ethylene glycol C(CCCCCCCCCC(C)C)C(CO)O